Ethylendiaminetetraacetate Disodium salt [Na+].[Na+].C(CN(CC(=O)[O-])CC(=O)[O-])N(CC(=O)O)CC(=O)O